7-fluoro-4-methoxy-1-tosyl-1H-indazole FC=1C=CC(=C2C=NN(C12)S(=O)(=O)C1=CC=C(C)C=C1)OC